ClC1=NN2C(N=CC3=C2[C@@](CN3C(=O)NC=3C=NC(=C(C3)Cl)N3N=CC=N3)(C(F)(F)F)OC)=C1 (S)-2-chloro-N-(5-chloro-6-(2H-1,2,3-triazol-2-yl)pyridin-3-yl)-8-methoxy-8-(trifluoromethyl)-7,8-dihydro-6H-pyrazolo[1,5-a]pyrrolo[2,3-e]pyrimidine-6-carboxamide